methyl 4-(((bis(benzyloxy)phosphoryl)oxy)methyl)benzoate C(C1=CC=CC=C1)OP(=O)(OCC1=CC=CC=C1)OCC1=CC=C(C(=O)OC)C=C1